N-(5-CHLORO-6-(2H-1,2,3-TRIAZOL-2-YL)PYRIDIN-3-YL)-4-CYCLOPROPYL-3-PHENYLISOTHIAZOLE-5-CARBOXAMIDE ClC=1C=C(C=NC1N1N=CC=N1)NC(=O)C1=C(C(=NS1)C1=CC=CC=C1)C1CC1